3-(4-(7-(4-((4-(2-(3-chloro-5-cyanophenyl)prop-2-yl)phenoxy)methyl)pyrimidine-2-yl)-2,7-diazaspiro[3.5]nonan-2-yl)piperidin-1-yl)azetidine-1-carboxylic acid tert-butyl ester C(C)(C)(C)OC(=O)N1CC(C1)N1CCC(CC1)N1CC2(C1)CCN(CC2)C2=NC=CC(=N2)COC2=CC=C(C=C2)C(C)(C)C2=CC(=CC(=C2)C#N)Cl